N-(4-(4-amino-3-(3-chloro-4-((5-fluoro-4-methylpyrimidin-2-yl)oxy)phenyl)-7-cyano-1-methyl-1H-pyrrolo[3,2-c]pyridin-2-yl)phenyl)acrylamide NC1=NC=C(C2=C1C(=C(N2C)C2=CC=C(C=C2)NC(C=C)=O)C2=CC(=C(C=C2)OC2=NC=C(C(=N2)C)F)Cl)C#N